CC=1N=CN(C1)C1=NC=CC(=C1)OC=1C=NC(=CC1)[N+](=O)[O-] 2-(4-methyl-1H-imidazol-1-yl)-4-((6-nitropyridin-3-yl)oxy)pyridine